N.[Co].[Cu] copper cobalt ammonia